O1CCN(CC1)C1=NC=CC(=N1)NC=1C=NC=CC1 2-morpholino-N-(pyridin-3-yl)pyrimidin-4-amine